N-(5-cyclopropylthiazol-2-yl)-2-(6-fluoroimidazo[1,2-a]pyridin-2-yl)acetamide C1(CC1)C1=CN=C(S1)NC(CC=1N=C2N(C=C(C=C2)F)C1)=O